C1(=C(C=CC=C1)NC1=C(C=CC=C1)C1=CC=CC=C1)C1=CC=CC=C1 bis([1,1'-biphenyl]-2-yl)amine